C(=O)C1=CC(=C(C=C1)O)OC 4-formyl-2-methoxyphenol